bis(2-ethylhexyl)phthalate C(C)C(COC(C=1C(C(=O)OCC(CCCC)CC)=CC=CC1)=O)CCCC